ClC=1C(=NC(=NC1)NC1CCOCC1)C1=CC=C2CN(C(C2=C1)=O)CC(=O)N[C@H](C)C1CCCCC1 2-(6-{5-Chloro-2-[(oxan-4-yl)amino]pyrimidin-4-yl}-1-oxo-2,3-dihydro-1H-isoindol-2-yl)-N-[(1R)-1-cyclohexylethyl]acetamid